5-Methyl-2-(1-methyl-1H-imidazol-2-yl)-6-(1-methyl-1H-pyrazol-3-yl)-N-(5-(pyridin-3-yl)-1H-pyrazol-3-yl)pyrrolo[2,1-f][1,2,4]triazin-4-amine CC=1C(=CN2N=C(N=C(C21)NC2=NNC(=C2)C=2C=NC=CC2)C=2N(C=CN2)C)C2=NN(C=C2)C